COC(=O)N1[C@H](C2=CC=CC=C2[C@H](C1)C=1C=NN(C1C)C)C |r| rac-(1S,4S)-4-(1,5-dimethylpyrazol-4-yl)-1-methyl-3,4-dihydro-1H-isoquinoline-2-carboxylic acid methyl ester